2-amino-1-(3-aminophenyl)-Ethyl-pyrrolidine NCC(C1=CC(=CC=C1)N)N1CCCC1